diisopropyl di(ethylacetoacetate) C(C)CC(CC(=O)OC(C)C)=O.C(C)CC(CC(=O)OC(C)C)=O